CC=1C=C(C(C(=O)OC)=CC1)C(=O)OC Dimethyl 4-methylphthalate